1,3-dihydro-benzisoquinoline-1,3-dione C1(NC(CC2=CC=C3C(=C12)C=CC=C3)=O)=O